2-(6-(((1S,4S,5S,6S)-6-fluoro-2-azabicyclo[2.2.2]octan-5-yl)oxy)pyridazin-3-yl)-5-(1H-imidazol-1-yl)phenol F[C@@H]1[C@H]([C@@H]2CN[C@H]1CC2)OC2=CC=C(N=N2)C2=C(C=C(C=C2)N2C=NC=C2)O